2,4,4,7-tetramethyl-6,8-nonadiene-3-one oxime CC(C)C(C(CC=C(C=C)C)(C)C)=NO